(S)-3-((4-((3,3-difluorocyclopentyl)oxy)-3,5-difluorobenzyl)oxy)-7,8,8a,9-tetrahydropyrrolo[1',2':3,4]imidazo[1,2-c]pyrimidin-1(6H)-one FC1(CC(CC1)OC1=C(C=C(COC=2C=C3N(C(N2)=O)C[C@H]2N3CCC2)C=C1F)F)F